2-chloro-6-phenylindolo[1,2-a]quinoxaline ClC=1C=CC=2N=C(C=3N(C2C1)C1=CC=CC=C1C3)C3=CC=CC=C3